2-({5-[3-amino-4-(difluoromethyl)-2,6-dioxo-3,6-dihydropyrimidin-1(2H)-yl]-2-chloro-4-fluorobenzoyl}oxy)-2-methylpropanoic acid NN1C(N(C(C=C1C(F)F)=O)C=1C(=CC(=C(C(=O)OC(C(=O)O)(C)C)C1)Cl)F)=O